C(C)(C)(C)OC(C1=CC=C(C=C1)NC([C@H](CC1=CC=C(C=C1)N1C(N(C=C1)CC1CC1)=O)N)=O)=O (S)-4-(2-amino-3-(4-(3-(cyclopropylmethyl)-2-oxoimidazol-1-yl)phenyl)propanamido)benzoic acid tert-butyl ester